2,4,6-tris(3',5'-di-tert-butyl-4-hydroxybenzyl)mesitylene C(C)(C)(C)C=1C=C(CC2=C(C(=C(C(=C2C)CC2=CC(=C(C(=C2)C(C)(C)C)O)C(C)(C)C)C)CC2=CC(=C(C(=C2)C(C)(C)C)O)C(C)(C)C)C)C=C(C1O)C(C)(C)C